3-methyl-N-(1-(4-(trifluoromethyl)phenyl)-1,2,3,4-tetrahydroquinolin-3-yl)but-2-enamide CC(=CC(=O)NC1CN(C2=CC=CC=C2C1)C1=CC=C(C=C1)C(F)(F)F)C